N1(CCCCC1)C1CCN(CC1)C1CCN(CC1)C1=C(C=NC2=CC=C(C=C12)S(=O)C)S(=O)(=O)C1=CC=C(C=C1)OCCC(CCCC(C)C)C 4-([1,4':1',4''-terpiperidin]-1''-yl)-3-((4-((3,7-dimethyloctyl)oxy)phenyl)sulfonyl)-6-(methylsulfinyl)quinoline